ClC=1C=C(C2=C(N(CN(S2(=O)=O)[C@@H]([C@H](C)C2=C(C(=CC=C2F)C)C)C2=NNC(O2)=O)C)C1)COC 5-((1S,2R)-1-(6-chloro-8-(methoxymethyl)-4-methyl-1,1-dioxido-3,4-dihydro-2H-benzo[e][1,2,4]thiadiazin-2-yl)-2-(6-fluoro-2,3-dimethylphenyl)propyl)-1,3,4-oxadiazol-2(3H)-one